O=C(CCC[C@@H](C(F)(F)F)NC(OC(C)(C)C)=O)C1=CC=CC=C1 |r| tert-butyl N-[rac-(1S)-5-oxo-5-phenyl-1-(trifluoromethyl)pentyl]carbamate